N-(2,2-difluoroethyl)-5-fluoro-2-[3-methyl-6-(piperidin-4-yl)pyrrolo[1,2-a]pyrazin-8-yl]-N-(isopropyl)benzamide FC(CN(C(C1=C(C=CC(=C1)F)C=1C=C(N2C1C=NC(=C2)C)C2CCNCC2)=O)C(C)C)F